C(=O)(OC(C)(C)C)N1[C@H](CC(C1)CC1=C(C=CC=C1)Cl)C(=O)O Boc-(R)-γ-(2-chlorobenzyl)-L-proline